2-(allyloxy)-1,3-benzothiazole C(C=C)OC=1SC2=C(N1)C=CC=C2